3-Propylhexyl 8-((3-aminopropyl)(8-oxo-8-(undecan-6-yloxy)octyl)amino)octanoate NCCCN(CCCCCCCC(=O)OCCC(CCC)CCC)CCCCCCCC(OC(CCCCC)CCCCC)=O